C(C)(C)N1N=C(N=C1[C@@H]1CC(CC1)N1CCOCCC1)C=1C=NC(=CC1)C(F)(F)F 4-((3S)-3-(1-isopropyl-3-(6-(trifluoromethyl)pyridin-3-yl)-1H-1,2,4-triazol-5-yl)cyclopentyl)-1,4-oxaazepane